7-bromo-2-chloro-8-fluoro-6-(trifluoromethyl)quinazoline BrC1=C(C=C2C=NC(=NC2=C1F)Cl)C(F)(F)F